(S)-3a-Hydroxy-6,7-dimethyl-1-(2-methylbenzofuran-5-yl)-3,3a-dihydro-1H-pyrrolo[2,3-b]quinolin-4(2H)-one O[C@@]12C(=NC3=CC(=C(C=C3C1=O)C)C)N(CC2)C=2C=CC1=C(C=C(O1)C)C2